CN1N=CC(=C1)C=1C=CC=2N(C1)N=CC2NCCCNC(OC(C)(C)C)=O tert-butyl (3-((6-(1-methyl-1H-pyrazol-4-yl)pyrazolo[1,5-a]pyridin-3-yl)amino)propyl)carbamate